[1-methyl-1-(4-phenyl phenyl)ethyl] 4-(methylamino)piperidine-1-carboxylate CNC1CCN(CC1)C(=O)OC(C)(C1=CC=C(C=C1)C1=CC=CC=C1)C